CC(CCCCN)C(CCCCN)C 5,6-dimethyl-1,10-decanediamine